ClC1=NC=C(C=N1)C1=CC(=C(C=C1)Cl)O[C@H](CN1N=NN=C1)C 2-chloro-5-(4-chloro-3-{[(2S)-1-(1H-tetrazol-1-yl)propan-2-yl]oxy}phenyl)pyrimidine